4-(7,7-difluoro-2-(methylsulfanyl)-6,7-dihydro-5H-cyclopenta[d]pyrimidin-4-yl)-3,6-dihydropyridine-1(2H)-carboxylic acid tert-butyl ester C(C)(C)(C)OC(=O)N1CCC(=CC1)C=1C2=C(N=C(N1)SC)C(CC2)(F)F